2,6-di-tert-butyl-4-methylphenylpentaerythritol diphosphite OP(O)OP(O)O.C(C)(C)(C)C1=C(C(=CC(=C1)C)C(C)(C)C)C(O)C(CO)(CO)CO